CCCCCCCCCCCCCC(C)CC(=O)SCCNC(=O)CCNC(=O)[C@@H](C(C)(C)COP(=O)(O)OP(=O)(O)OC[C@@H]1[C@H]([C@H]([C@@H](O1)N2C=NC3=C(N=CN=C32)N)O)OP(=O)(O)O)O The molecule is a long-chain fatty acyl-CoA that results from the formal condensation of the thiol group of coenzyme A with the carboxy group of 3-methylpalmitic acid, It is a methyl-branched fatty acyl-CoA and a long-chain fatty acyl-CoA. It is a conjugate acid of a 3-methylpalmitoyl-CoA(4-).